benzyl 4-((4-((3-chloro-2-fluorophenyl)amino)-7-methoxyquinazolin-6-yl)amino)piperidine-1-carboxylate ClC=1C(=C(C=CC1)NC1=NC=NC2=CC(=C(C=C12)NC1CCN(CC1)C(=O)OCC1=CC=CC=C1)OC)F